(((3-(3-(Trifluoromethoxy)phenyl)imidazo[1,2-b]pyridazin-6-yl)amino)methyl)piperidine-4-carboxylic acid FC(OC=1C=C(C=CC1)C1=CN=C2N1N=C(C=C2)NCN2CCC(CC2)C(=O)O)(F)F